NCC1(CCN(CC1)C1=NN2C(S1)=NC=C2C2=C(C(=CC=C2)C)OC)O 4-(aminomethyl)-1-(5-(2-methoxy-3-methylphenyl)imidazo[2,1-b][1,3,4]thiadiazol-2-yl)piperidin-4-ol